N[C@H](C(=O)N[C@H](C(=O)OC(C)(C)C)CCC(C=[N+]=[N-])=O)C1=CC=CC=C1 tert-Butyl (S)-2-((S)-2-amino-2-phenylacetamido)-6-diazo-5-oxohexanoate